Cl.CN(CC1C=2C(OCCC1)=CSC2)C N,N-Dimethyl-1-(2,3,4,5-tetrahydrothieno[3,4-b]oxepin-5-yl)methanamine hydrochloride